FC(C1=CC=C(C=C1)C=1C(=NN2C1N=C(NC2=O)SCC#C)C2=NC=CC=C2)F 8-[4-(difluoromethyl)phenyl]-2-(prop-2-yn-1-ylsulfanyl)-7-(pyridin-2-yl)-3H-pyrazolo[1,5-a][1,3,5]triazin-4-one